(S)-2-[1,4-bis(naphthalen-2-ylsulfonyl)piperazin-2-yl]Ethan-1-ol tert-butyl-(5-(benzo[d]thiazol-6-yl)-1-(6-methylpyridin-2-yl)-1H-pyrazol-3-yl)(methyl)carbamate C(C)(C)(C)CN(C(=O)OCC[C@@H]1N(CCN(C1)S(=O)(=O)C1=CC2=CC=CC=C2C=C1)S(=O)(=O)C1=CC2=CC=CC=C2C=C1)C1=NN(C(=C1)C1=CC2=C(N=CS2)C=C1)C1=NC(=CC=C1)C